ClC1=NC2=C(C(=C(C=C2C(=N1)N1C[C@H]2CC[C@@H](C1)N2C(=O)OC(C)(C)C)Cl)C2=CC(=CC1=CC=C(C=C21)F)OCOC)F tert-butyl (1R,5S)-3-((S or R)-2,6-Dichloro-8-fluoro-7-(7-fluoro-3-(methoxymethoxy) naphthalen-1-yl) quinazolin-4-yl)-3,8-diazabicyclo[3.2.1]Octane-8-carboxylate